8-(4-Chlorophenyl)-3-methyl-1-(1-methyl-1H-pyrazol-4-yl)-1,3-dihydro-2H-imidazo[4,5-c]quinolin-2-imine ClC1=CC=C(C=C1)C1=CC=2C3=C(C=NC2C=C1)N(C(N3C=3C=NN(C3)C)=N)C